OC1=C(C=CC(=C1)O)/C=C/C(=O)N1CCN(CC1)C(C1=CC(=CC=C1)O)=O (E)-3-(2,4-dihydroxyphenyl)-1-[4-(3-hydroxybenzoyl)piperazin-1-yl]prop-2-en-1-one